NC1=NC=2C=C(C(=CC2C2=C1C=NN2C)C(=O)N(C)C2COC1=C2C=CC(=C1)C#CC=1C=NN(C1)C(C)C)Cl 4-amino-7-chloro-N-(6-((1-isopropyl-1H-pyrazol-4-yl)ethynyl)-2,3-dihydrobenzofuran-3-yl)-N,1-dimethyl-1H-pyrazolo[4,3-c]quinoline-8-carboxamide